OCC(C=1C=C(C=CC1)C)NC(=O)C=1N=CN(C1)C1=NC(=NC=C1C)NC1CCOCC1 N-(2-hydroxy-1-(m-tolyl)ethyl)-1-(5-methyl-2-((tetrahydro-2H-pyran-4-yl)amino)pyrimidin-4-yl)-1H-imidazole-4-carboxamide